N-(4-methyl-3-{[(1-methyl-1H-imidazol-5-yl)carbonyl]amino}phenyl)-4-[(3,4,5-trimethoxyphenyl)amino]pyridine-2-carboxamide CC1=C(C=C(C=C1)NC(=O)C1=NC=CC(=C1)NC1=CC(=C(C(=C1)OC)OC)OC)NC(=O)C1=CN=CN1C